C1(CCCC1)NC(=O)C=1C(=C(C(=CC1CCCCC)O)C1=C(C=CC(=C1)C)C(=C)C)O N-cyclopentyl-2,6-dihydroxy-5'-methyl-4-pentyl-2'-(prop-1-en-2-yl)-[1,1'-biphenyl]-3-carboxamide